O=C(NCCOC)CCN(CCC(NCC(NCC(NCC(NCCCC)=O)=O)=O)=O)C(C#C)=O 6,12,15,18,21-pentaoxo-9-propynoyl-2-oxa-5,9,13,16,19,22-hexaazahexacosan